2-(6-azaspiro[2.5]oct-6-yl)-4-iodobenzaldehyde C1CC12CCN(CC2)C2=C(C=O)C=CC(=C2)I